(S)-2-(5,6-dihydro-4H-pyrrolo[1,2-b]pyrazol-3-yl)-N-(2-methyl-5-((2-(2-methylpyrrolidin-1-yl)ethyl)carbamoyl)pyridin-3-yl)pyrazolo[5,1-b]thiazole-7-carboxamide N=1N2C(=C(C1)C1=CN3C(S1)=C(C=N3)C(=O)NC=3C(=NC=C(C3)C(NCCN3[C@H](CCC3)C)=O)C)CCC2